BrC=1C=C2C(N(C(=NC2=CC1)[C@H](CCC)N1CCN[C@H](CC1)C)CC)=O 6-bromo-3-ethyl-2-((S)-1-((S)-5-methyl-1,4-diazepan-1-yl)butyl)quinazolin-4(3H)-one